(6Z,9Z,28Z,31Z)-heptatriaconta-6,9,28,31-tetraen-19-yl 4-(dimethylamino)-butanoate CN(CCCC(=O)OC(CCCCCCCC\C=C/C\C=C/CCCCC)CCCCCCCC\C=C/C\C=C/CCCCC)C